diethyl-1,3-thiazol-4-amine C(C)C1=C(N=C(S1)CC)N